6-(4-aminobenzylidene)-5-oxo-5,6,7,8-tetrahydronaphthalene-2-carboxylic acid NC1=CC=C(C=C2C(C=3C=CC(=CC3CC2)C(=O)O)=O)C=C1